4-(1-(6-((Isopropylamino)methyl)-2-methylpyridin-3-yl)-1H-pyrazol-4-yl)-N-(1-((1-methyl-1H-imidazol-4-yl)sulfonyl)piperidin-4-yl)-5-(trifluoromethyl)pyrimidin-2-amine C(C)(C)NCC1=CC=C(C(=N1)C)N1N=CC(=C1)C1=NC(=NC=C1C(F)(F)F)NC1CCN(CC1)S(=O)(=O)C=1N=CN(C1)C